2-(8-ethynyl-7-fluoronaphthalen-1-yl)-1-fluoro-5-methyl-5a,6,7,8,9,10-hexahydro-5H-4-oxa-3,10a,11,13,14-pentaaza-6,9-methanonaphtho[1,8-ab]heptalene-14-carboxylate C(#C)C=1C(=CC=C2C=CC=C(C12)C=1C(=C2N=CN=C3C2=C(OC(C2C4CCC(CN32)N4C(=O)[O-])C)N1)F)F